tert-butyl (1-(4-(4-(2,6-dioxopiperidin-3-yl)phenoxy)butanoyl)piperidin-4-yl)carbamate O=C1NC(CCC1C1=CC=C(OCCCC(=O)N2CCC(CC2)NC(OC(C)(C)C)=O)C=C1)=O